OCCNC(=O)C1=CC2=C(N(C(=N2)NC=2OC3=C(N2)C=CC(=C3)OCCOC)C)C=C1 N-(2-hydroxyethyl)-2-((6-(2-methoxyethoxy)benzo[d]oxazol-2-yl)amino)-1-methyl-1H-benzo[d]imidazole-5-carboxamide